[N-](S(=O)(=O)C(F)(F)F)S(=O)(=O)C(F)(F)F.C(CCC[N+]1=CN(C=C1)C=C)[N+]1=CN(C=C1)C=C.[N-](S(=O)(=O)C(F)(F)F)S(=O)(=O)C(F)(F)F 3,3'-(butane-1,4-diyl)bis(1-vinyl-3-imidazolium) bis(trifluoromethanesulfonyl)imide salt